2-chloro-3-(trifluoromethyl)phenyl(1-(5-fluoropyridin-2-yl)-4-methyl-6,7-dihydro-1H-imidazo[4,5-c]pyridin-5(4H)-yl)methanone ClC1=C(C=CC=C1C(F)(F)F)C(=O)N1C(C2=C(CC1)N(C=N2)C2=NC=C(C=C2)F)C